ClC1=CC(=NC2=CC=C(C=C12)C1=CN=C(N1)[C@H](CCCCCC(CC)=O)NC(=O)[C@H]1CC12CCN(CC2)C)C (S)-N-((S)-1-(5-(4-chloro-2-methylquinolin-6-yl)-1H-imidazol-2-yl)-7-oxononyl)-6-methyl-6-azaspiro[2.5]octane-1-carboxamide